N,N-bis(3-methoxybenzyl)-2-(2-(2-morpholinoethoxy)ethoxy)pyridin-4-amine COC=1C=C(CN(C2=CC(=NC=C2)OCCOCCN2CCOCC2)CC2=CC(=CC=C2)OC)C=CC1